C(#N)C1=C(OC=2C=CC(=C(C2)NC(C(F)(F)F)=O)F)C=CC(=C1)[N+](=O)[O-] N-(5-(2-cyano-4-nitrophenoxy)-2-fluorophenyl)-2,2,2-trifluoroacetamide